COC1=C(C=C(C(=C1)\C=C(/CC)\[N+](=O)[O-])OC)C 1,4-dimethoxy-2-methyl-5-[(E)-2-nitrobut-1-en-1-yl]Benzene